6-amino-9-{[1,4'-bipiperidin]-4-yl}-7-[3-fluoro-4-(pyridin-4-yloxy)phenyl]purin-8-one hydrochloride Cl.NC1=C2N(C(N(C2=NC=N1)C1CCN(CC1)C1CCNCC1)=O)C1=CC(=C(C=C1)OC1=CC=NC=C1)F